(R)-sec-butyl 4-methylbenzenesulfonate CC1=CC=C(C=C1)S(=O)(=O)O[C@H](C)CC